N-hexadecyl-N-dodecyl-tolylammonium [tetrakis(perfluorophenyl)borate] FC1=C(C(=C(C(=C1F)F)F)F)[B-](C1=C(C(=C(C(=C1F)F)F)F)F)(C1=C(C(=C(C(=C1F)F)F)F)F)C1=C(C(=C(C(=C1F)F)F)F)F.C(CCCCCCCCCCCCCCC)[NH+](CCCCCCCCCCCC)C1=C(C=CC=C1)C